N-(2-chloro-4-(trifluoromethyl)phenyl)-2-(2-(2,3-dihydrobenzofuran-5-yl)-5-ethyl-7-oxo-6-(piperazin-1-yl)-[1,2,4]triazolo[1,5-a]pyrimidin-4(7H)-yl)acetamide ClC1=C(C=CC(=C1)C(F)(F)F)NC(CN1C=2N(C(C(=C1CC)N1CCNCC1)=O)N=C(N2)C=2C=CC1=C(CCO1)C2)=O